5-[2-(cyclopentylamino)-5-methylsulfonylphenyl]-1,3-dimethylpyridin-2-one C1(CCCC1)NC1=C(C=C(C=C1)S(=O)(=O)C)C=1C=C(C(N(C1)C)=O)C